NC(C(=O)[O-])C(C)=O L-2-amino-oxobutanoate